N-(9-((2R,6S)-6-(hydroxymethyl)-4-tritylmorpholin-2-yl)-9H-purin-6-yl)benzamide OC[C@H]1O[C@H](CN(C1)C(C1=CC=CC=C1)(C1=CC=CC=C1)C1=CC=CC=C1)N1C2=NC=NC(=C2N=C1)NC(C1=CC=CC=C1)=O